Cl\C(=C/[C@@H]1C([C@@H]1C(=O)O)(C)C)\C(F)(F)F (1RS)-cis-3-[(Z)-2-chloro-3,3,3-trifluoro-1-propenyl]-2,2-dimethylcyclopropanecarboxylic acid